FC=1C=C2C(=C(NC2=C(C1)F)C1=CC=C(C=C1)F)CC(CNC(C)=O)(F)F N-[3-[5,7-difluoro-2-(4-fluorophenyl)-1H-indol-3-yl]-2,2-difluoro-propyl]-acetamide